CC(CCCCC)=O heptane-2-On